NC1=CC=CC(=N1)S(=O)(=O)NC(=O)C=1C(=NC(=CC1)C(C)(C)C)N1CC2CC(C1)C2 N-[(6-Amino-2-pyridyl)sulfonyl]-2-(3-azabicyclo[3.1.1]heptan-3-yl)-6-tert-butylpyridin-3-carboxamid